CN1N=CC(=C1C)C=1C=CC2=CN(N=C2C1)C1CCC(CC1)CNC(C1=CC(=C(C(=C1)F)O)F)=O N-({(1r,4r)-4-[6-(1,5-dimethyl-1H-pyrazol-4-yl)-2H-indazol-2-yl]cyclohexyl}methyl)-3,5-difluoro-4-hydroxybenzamide